2-Hydroxy-1-{9-methanesulfonyl-5-oxa-2,9-diazaspiro[3.8]dodecan-11-yn-2-yl}ethan-1-one methyl-2-(tert-butyl)-7-hydroxyimidazo[1,2-a]pyridine-6-carboxylate COC(=O)C=1C(=CC=2N(C1)C=C(N2)C(C)(C)C)O.OCC(=O)N2CC1(C2)OCCCN(CC#C1)S(=O)(=O)C